N1(C=NC=C1)CC=1N=NN(C1)CCC1=CC=CC=C1 4-((1H-imidazol-1-yl)methyl)-1-phenethyl-1H-1,2,3-triazole